2-bromospiro[benzo[b]fluorene-11,9'-fluorene] BrC=1C=CC=2C=3C=C4C(=CC3C3(C5=CC=CC=C5C=5C=CC=CC35)C2C1)C=CC=C4